C(C)OC(=O)C=1N(C2=CC(=CC=C2C1)C#N)C1CCC1 6-cyano-1-cyclobutyl-1H-indole-2-carboxylic acid ethyl ester